N-[6-(5-chloro-2-fluorophenyl)-3-methylpyridazin-4-yl]-7-[2-(4-methylpiperazin-1-yl)ethoxy]quinolin-4-amine ClC=1C=CC(=C(C1)C1=CC(=C(N=N1)C)NC1=CC=NC2=CC(=CC=C12)OCCN1CCN(CC1)C)F